C(C)(C)(C)OC(=O)N1N=C(C=2C1=CN=CC2C2=C(C=C(C=C2C)NC(CCl)=O)F)C=2C=NN(C2)C (4-(2-chloroacetamido)-2-fluoro-6-methylphenyl)-3-(1-methyl-1H-pyrazol-4-yl)-1H-pyrazolo[3,4-c]pyridine-1-carboxylic acid tert-butyl ester